C(N)(OOCCC(O)(C=1C=CC2=C(N=CS2)C1)C(C)(C)C)=O (t-butyl 3-(benzo[d]thiazol-5-yl)-3-hydroxypropoxy) carbamate